(2-methoxymethoxy-5-hydroxy-phenyl)(phenyl)-methanone COCOC1=C(C=C(C=C1)O)C(=O)C1=CC=CC=C1